3-(8-hydroxy-5-nitroquinolin-4-yl)-N-(4-methoxybenzyl)-acrylamide OC=1C=CC(=C2C(=CC=NC12)C=CC(=O)NCC1=CC=C(C=C1)OC)[N+](=O)[O-]